N-(4-((5-(2-fluorophenyl)pyridin-3-yl)amino)-7-(3-morpholinopropoxy)quinazolin-6-yl)acrylamide FC1=C(C=CC=C1)C=1C=C(C=NC1)NC1=NC=NC2=CC(=C(C=C12)NC(C=C)=O)OCCCN1CCOCC1